(6S,8R)-6-(4-((1-(3-fluoropropyl)azetidin-3-yl)amino)-2-methoxyphenyl)-8-methyl-7-(2,2,2-trifluoroethyl)-3-trityl-6,7,8,9-tetrahydrooxazolo[5,4-f]Isoquinolin-2(3H)-one FCCCN1CC(C1)NC1=CC(=C(C=C1)[C@H]1N([C@@H](CC2=C3C(=CC=C12)N(C(O3)=O)C(C3=CC=CC=C3)(C3=CC=CC=C3)C3=CC=CC=C3)C)CC(F)(F)F)OC